1-(4-(3-((2-(((1R,5S,6r)-3-oxabicyclo[3.1.0]hexan-6-yl)amino)pyridin-4-yl)methyl)-4,4-dimethyl-2,5-dioxoimidazolidin-1-yl)phenyl)-2,2-dimethylcyclopropane-1-carbonitrile [C@H]12COC[C@@H]2C1NC1=NC=CC(=C1)CN1C(N(C(C1(C)C)=O)C1=CC=C(C=C1)C1(C(C1)(C)C)C#N)=O